2,7-Dichloro-4-(2,5-dihydro-1H-pyrrol-1-yl)-8-fluoro-5-methylpyrido[4,3-d]pyrimidine ClC=1N=C(C2=C(N1)C(=C(N=C2C)Cl)F)N2CC=CC2